O1CC(C1)N1N=CC(=C1)C=1C=NC=2CCN=CC2C1 3-(1-(oxetan-3-yl)-1H-pyrazol-4-yl)-7,8-dihydro-1,6-naphthyridin